N-(2-(dimethylamino)-2-(thien-3-yl)ethyl)-3,4-dihydroquinoline-1(2H)-carboxamide CN(C(CNC(=O)N1CCCC2=CC=CC=C12)C1=CSC=C1)C